(3S)-3-hydroxy-N-((1R)-1-(4-methoxyphenyl)-2-oxo-2-((4-(trimethylsilyl)phenyl)amino)ethyl)pyrrolidine-1-carboxamide O[C@@H]1CN(CC1)C(=O)N[C@@H](C(NC1=CC=C(C=C1)[Si](C)(C)C)=O)C1=CC=C(C=C1)OC